4,5-Dichloro-N-(pyrimidin-5-yl)-2-(4-(trifluoromethoxy)phenoxy)benzamide ClC1=CC(=C(C(=O)NC=2C=NC=NC2)C=C1Cl)OC1=CC=C(C=C1)OC(F)(F)F